FC1=CC=C(C=C1)C1=C(N=C(C2=CC3=C(C=C12)C=NN3)N=S(=O)(C)C3=CC=C(C(=O)OC)C=C3)C(C)C methyl 4-(N-(5-(4-fluorophenyl)-6-isopropyl-1H-pyrazolo[4,3-g]isoquinolin-8-yl)-S-methylsulfonimidoyl)benzoate